4-(2-fluoro-4-(((3S,4S)-4-fluoropyrrolidin-3-yl)oxy)phenyl)piperazin FC1=C(C=CC(=C1)O[C@H]1CNC[C@@H]1F)N1CCNCC1